2,4,6-Trimethylbenzoylethoxylphenylphosphin oxid CC1=C(C(=O)CCOP(C2=CC=CC=C2)=O)C(=CC(=C1)C)C